C1NCCC2=CC(=CC=C12)NC1=NC=C(C(=N1)NCCCNC(=O)C1CCC1)C(F)(F)F N-(3-((2-((1,2,3,4-tetrahydroisoquinolin-6-yl)amino)-5-(trifluoromethyl)pyrimidin-4-yl)amino)propyl)cyclobutanecarboxamide